Cl.NCC(=O)N1CSC[C@H]1C#N (R)-3-aminoacetylthiazolidine-4-carbonitrile hydrochloride